The molecule is a primary aliphatic amine that is butane in which one hydrogen at position 2 is replaced by an amino group. A fumigant fungicide with a high potential for bioaccumulation, it is not approved for fungicidal use in the European Union. It has a role as an antifungal agrochemical. It is a primary aliphatic amine and an aliphatic nitrogen antifungal agent. CCC(C)N